Hydroxyphenazine OC1=CC=CC2=NC3=CC=CC=C3N=C12